1-methoxy-3-(2-thienyl)benzene COC1=CC(=CC=C1)C=1SC=CC1